ClC1=C(C=C(C=C1)C1(O[C@@H]([C@H]([C@@H]([C@H]1O)O)O)CO)OC)CC1=CC=C(C=C1)OCC (3r,4s,5s,6r)-2-(4-chloro-3-(4-ethoxybenzyl)phenyl)-6-(hydroxymethyl)-2-methoxytetrahydro-2H-pyran-3,4,5-triol